3-cyclopropyl-8-(methoxy-d3)cinnoline-6-carboxylic acid C1(CC1)C=1N=NC2=C(C=C(C=C2C1)C(=O)O)OC([2H])([2H])[2H]